ClC=1C=CC2=C(NC(=N2)CN2CCN(CC2)C(=O)OC(C)(C)C)C1 tert-butyl 4-((6-chloro-1H-benzo[d]imidazol-2-yl)methyl)piperazine-1-carboxylate